tert-butyl((S)-1-(((S)-1-cyclohexyl-2-oxo-2-(piperazin-1-yl)ethyl)amino)-1-oxopropan-2-yl) (methyl)carbamate CNC(O[C@H](C(=O)N[C@H](C(N1CCNCC1)=O)C1CCCCC1)CC(C)(C)C)=O